N[C@@H](C)C=1N(C(C2=C(C(=CC=C2C1)F)C#CC=1C=NN(C1)C([2H])([2H])[2H])=O)C1=CC=CC=C1 (S)-3-(1-aminoethyl)-7-fluoro-8-((1-(methyl-d3)-1H-pyrazol-4-yl)ethynyl)-2-phenylisoquinolin-1(2H)-one